BrC=1N=C(SC1)[C@H]([C@@H](C(=O)O)NC(=O)OC(C)(C)C)OCC (2S,3S)-3-(4-bromo-1,3-thiazol-2-yl)-2-[(tert-butoxycarbonyl)amino]-3-ethoxypropanoic acid